C1(=CC=CC=C1)C=1C(=C(C(=C(C1)C1=CC=CC=C1)NC1=CC=C(C=C1)N(C1=CC=CC=C1)C1=CC=CC=C1)NC1=CC=C(C=C1)N(C1=CC=CC=C1)C1=CC=CC=C1)C1=CC=CC=C1 diphenyl-N,N'-bis[4-(N,N-diphenyl-amino)phenyl]biphenyl-diamine